N-methylpyrimidine-4-carboxamide trans-tertbutyl-6-(2-bromo-6-chloropyridin-4-yl)hexahydropyrazino[2,1-c][1,4]oxazine-8(1H)-carboxylate C(C)(C)(C)OC(=O)N1C[C@@H]2COCCN2[C@@H](C1)C1=CC(=NC(=C1)Cl)Br.CNC(=O)C1=NC=NC=C1